2-Amino-7-fluoro-4-(5-fluoro-3-(3-(isopropylamino)pyrrolidin-1-yl)-7,9-dihydrofuro[3,4-f]quinazolin-6-yl)thieno[3,2-c]pyridine-3-carbonitrile NC1=C(C=2C(=NC=C(C2S1)F)C=1C2=C(C=3C=NC(=NC3C1F)N1CC(CC1)NC(C)C)COC2)C#N